C1(CC1)N(CC1=CC=C(C=C1)OC)CC1CN(C1)C(=O)OC(C)(C)C tert-butyl 3-([cyclopropyl(4-methoxybenzyl)amino]methyl)azetidin-1-carboxylate